C(C)(C)[C@H]1CC[C@H](CC1)N1CCC(CC1)N1C(=C(C2=CC=CC=C12)CCNC(OC(C)(C)C)=O)[Si](CC)(CC)CC tert-butyl (2-(1-(1-(cis-4-isopropylcyclohexyl)piperidin-4-yl)-2-(triethylsilyl)-1H-indol-3-yl)ethyl)carbamate